C(C)(C)C1=C(NC2=CN=C(C=C21)N2CCC(CC2)NCC2(COC2)C)C=2C=C(C=1N(C2)N=CN1)OC 1-(3-isopropyl-2-(8-methoxy-[1,2,4]triazolo[1,5-a]pyridin-6-yl)-1H-pyrrolo[2,3-c]pyridin-5-yl)-N-((3-methyloxetan-3-yl)methyl)piperidin-4-amine